(3S,4R)-4-((7-(5-(1-(difluoromethyl)cyclobutyl)pyridin-2-yl)-5-fluoropyrrolo[2,1-f][1,2,4]triazin-2-yl)amino)tetrahydro-2H-pyran-3-ol FC(C1(CCC1)C=1C=CC(=NC1)C1=CC(=C2C=NC(=NN21)N[C@H]2[C@@H](COCC2)O)F)F